[N+](=O)([O-])C1=CC=C(C=C1)S(=O)(=O)N1CC2=C(C1)C=CS2 5-((4-nitrophenyl)sulfonyl)-5,6-dihydro-4H-thieno[2,3-c]pyrrole